Cl.Cl.CN(C(C=C)=O)CC=1OC2=C(C1C)C(=CC=C2)CNC=2C=NC=CC2 N-methyl-N-((3-methyl-4-((pyridin-3-ylamino)methyl)benzofuran-2-yl)methyl)acrylamide dihydrochloride